NC1CC=2NC=3C=CC=CC3C2CN=C1 4-amino-1,4,5,6-tetrahydroazepino(4,3-b)indol